3-hydroxy-4-methoxy-2-picolinic acid OC=1C(=NC=CC1OC)C(=O)O